C(C1=CC=CC=C1)N(CCC1=CNC2=CC=CC=C12)CC1=CC=CC=C1 dibenzyltryptamine